tert-butyl 4-(4-((7-(butylamino)-5-((methoxycarbonyl)amino)-2H-pyrazolo[4,3-d]pyrimidin-2-yl)methyl)-3,5-dimethoxyphenyl)piperazine-1-carboxylate C(CCC)NC=1C=2C(N=C(N1)NC(=O)OC)=CN(N2)CC2=C(C=C(C=C2OC)N2CCN(CC2)C(=O)OC(C)(C)C)OC